6-(2-aminobenzo[d]thiazole-5-yl)quinazolin-4(3H)-one NC=1SC2=C(N1)C=C(C=C2)C=2C=C1C(NC=NC1=CC2)=O